[N-](S(=O)(=O)C(F)(F)F)S(=O)(=O)C(F)(F)F.C(CCC)N1C(N(C=C1)C)C 1-butyl-2,3-dimethylimidazole bis(trifluoromethanesulfonyl)imide salt